2,3,4,5-Tetrachlorocyclopenta-2,4-dien ClC=1CC(=C(C1Cl)Cl)Cl